BrN(C1=C(C(=CC=C1)F)[N+](=O)[O-])C[C@H]1OCC1 bromo-3-fluoro-2-nitro-N-[(2S)-oxetan-2-ylmethyl]aniline